tert-Butyl 4-hydroxy-4-(1-methyl-1H-imidazol-2-yl)piperidine-1-carboxylate OC1(CCN(CC1)C(=O)OC(C)(C)C)C=1N(C=CN1)C